CN1C(=NC2=C1C(N(C(=C2)C(F)(F)F)C)=O)C2=NN1C(C=CC(=C1)C1C(C1)C#N)=C2S(=O)(=O)CC 2-[2-[3,5-dimethyl-4-oxo-6-(trifluoromethyl)imidazo[4,5-c]pyridin-2-yl]-3-ethylsulfonyl-pyrazolo[1,5-a]pyridin-6-yl]cyclopropanecarbonitrile